5-(bromomethyl)-2-(methylthio)pyrimidine BrCC=1C=NC(=NC1)SC